1-bromo-2-methyl-4-(trifluoromethylsulfanyl)benzene BrC1=C(C=C(C=C1)SC(F)(F)F)C